(R)-6-bromo-4-isopropyl-1,3-dimethyl-3,4-dihydroquinoxalin-2(1H)-one BrC=1C=C2N([C@@H](C(N(C2=CC1)C)=O)C)C(C)C